C1=CC=CC2=C1N=C1C2=C2C(C=3C4=CC=CC=C4N(C13)CCC#N)=CN=C2 12H-Indolo[2,3-a]pyrrolo[3,4-C]carbazole-12-propanenitrile